O=C1[C@H](SCC[C@H](N1)CNC(=O)C=1N=NC=CC1)C1=CC=C(C=C1)OC1=CC=CC=C1 N-[[(2R,5S)-3-oxo-2-(4-phenoxyphenyl)-1,4-thiazepan-5-yl]methyl]pyridazine-3-carboxamide